2-[3-(cyclopropylmethylamino)-1-[5-[5-[(1R)-1-(3,5-dichloro-4-pyridyl)ethoxy]-1-tetrahydropyran-2-yl-indazol-3-yl]-3-fluoro-2-pyridyl]azetidin-3-yl]acetonitrile C1(CC1)CNC1(CN(C1)C1=NC=C(C=C1F)C1=NN(C2=CC=C(C=C12)O[C@H](C)C1=C(C=NC=C1Cl)Cl)C1OCCCC1)CC#N